N[C@H]1[C@@H]2N(C[C@H]1CC2)C(=O)C2=CC1=C(N(C(=N1)C1=CC=3C=4N1C(CN(C4C=CC3)CCCO)CC)CC)C(=C2)F ((1r,4r,7r)-7-amino-2-azabicyclo[2.2.1]hept-2-yl)(1-ethyl-2-(3-ethyl-1-(3-hydroxypropyl)-2,3-dihydro-1H-pyrrolo[1,2,3-de]quinoxalin-5-yl)-7-fluoro-1H-benzo[d]imidazol-5-yl)methanone